N1(CCCCC1)NC(=O)C=1N=C(N(C1CC)C1=CC=C(C=C1)C#CCCC#N)C1=C(C=C(C=C1)Cl)Cl 1-[4-(4-Cyano-but-1-ynyl)-phenyl]-2-(2,4-dichloro-phenyl)-5-ethyl-1H-imidazole-4-carboxylic acid piperidin-1-ylamide